CC1(CCC(N1)=O)C 5,5-dimethylpyrrolidin-2-one